N1(CCC1)C1=CC(=NC(=C1)C)Cl 4-(azetidin-1-yl)-2-chloro-6-methyl-pyridine